6-vinyl-indoline tert-butyl-((1-(5-((2-(azetidin-3-ylamino)-3-chloropyridin-4-yl)thio)-3-(hydroxymethyl)pyrazin-2-yl)-4-methylpiperidin-4-yl)methyl)carbamate C(C)(C)(C)N(C(O)=O)CC1(CCN(CC1)C1=NC=C(N=C1CO)SC1=C(C(=NC=C1)NC1CNC1)Cl)C.C(=C)C1=CC=C2CCNC2=C1